N-(2-chloro-4-(trifluoromethyl)phenyl)-2-(2-(3,6-dihydro-2H-pyran-4-yl)-5-ethyl-6-(4-(2-hydroxyacetyl)piperazin-1-yl)-7-oxo-[1,2,4]triazolo[1,5-a]pyrimidin-4(7H)-yl)acetamide ClC1=C(C=CC(=C1)C(F)(F)F)NC(CN1C=2N(C(C(=C1CC)N1CCN(CC1)C(CO)=O)=O)N=C(N2)C=2CCOCC2)=O